C1(CC1)N1CCN(CC1)C1CCN(CC1)C1=CC(=C(C=C1C)NC=1N=C(C2=C(N1)NC=C2)NC=2C(=C1N=CC=NC1=CC2)P(C)(C)=O)OC (6-((2-((4-(4-(4-cyclopropyl-piperazin-1-yl)piperidin-1-yl)-2-methoxy-5-methylphenyl)amino)-7H-pyrrolo[2,3-d]pyrimidin-4-yl)amino)quinoxalin-5-yl)dimethyl-phosphine oxide